O.O.C(CS(=O)(=O)O)S(=O)(=O)O ethane-1,2-disulfonic acid dihydrate